4-(6-(1-isopropyl-1H-imidazo[4,5-H]quinazolin-8-ylamino)pyridin-3-yl)piperazine-1-carboxylic acid tert-butyl ester C(C)(C)(C)OC(=O)N1CCN(CC1)C=1C=NC(=CC1)NC1=NC=2C3=C(C=CC2C=N1)N=CN3C(C)C